2-(trimethylsilyl)ethyl 2-hydroxy-4-((2-methoxy-4-(methoxymethoxy)-6-methylbenzoyl)oxy)-5,6-dimethyl-3-(trifluoromethyl)benzoate OC1=C(C(=O)OCC[Si](C)(C)C)C(=C(C(=C1C(F)(F)F)OC(C1=C(C=C(C=C1C)OCOC)OC)=O)C)C